[N+](=O)([O-])C=1C=CC2=C(NC(=N2)CCNC2=NC3=C(C4=CN=CC=C24)C=CC(=C3)C(=O)OC)C1 Methyl 5-((2-(6-nitro-1H-benzo[d]imidazol-2-yl)ethyl)amino)benzo[c][2,6]naphthyridine-8-carboxylate